ClC1=C(C(=NC(=N1)SCCC)NCCC)N 6-Chloro-N4-propyl-2-(propylsulfanyl)pyrimidine-4,5-diamine